C(C)(C)(C)S(=O)(OCCCN1CN(CN(C1)CCCOS(=O)(=S)C(C)(C)C)CCCOS(=O)(=S)C(C)(C)C)=S S'-((1,3,5-triazinane-1,3,5-triyl) tris(propane-3,1-diyl)) tri-tert-butanethiosulfonate